(R)-2-{{1-[2-(4-acetylpiperazin-1-yl)acetyl]-6-methoxy-1,2,3,4-tetrahydroquinolin-7-yl}amino}-8-cyclopentyl-7-ethyl-5-methyl-7,8-dihydropterin C(C)(=O)N1CCN(CC1)CC(=O)N1CCCC2=CC(=C(C=C12)N[C@@]1(NC=2N(C(CN(C2C(N1)=O)C)CC)C1CCCC1)N)OC